(E)-3-(4-(((1-(3',6-Dicyano-5'-(2-fluoro-5-hydroxy-4-methoxyphenyl)-[3,4'-bipyridin]-2'-yl)piperidin-4-yl)amino)methyl)phenyl)-N-hydroxyacrylamide formate C(=O)O.C(#N)C=1C(=NC=C(C1C=1C=NC(=CC1)C#N)C1=C(C=C(C(=C1)O)OC)F)N1CCC(CC1)NCC1=CC=C(C=C1)/C=C/C(=O)NO